D-2-hydroxyglutarate disodium salt [Na+].[Na+].O[C@@H](C(=O)[O-])CCC(=O)[O-]